4-(3-{[4-(4-aminobutanamido)-1-methylpyrrol-2-yl]formamido}propanamido)-1-methyl-N-(1-methyl-5-{[2-(propylcarbamoyl)ethyl]carbamoyl}pyrrol-3-yl)pyrrole-2-carboxamide NCCCC(=O)NC=1C=C(N(C1)C)C(=O)NCCC(=O)NC=1C=C(N(C1)C)C(=O)NC1=CN(C(=C1)C(NCCC(NCCC)=O)=O)C